C(C1=CC=CC=C1)OC1=NC(=CC=C1C1=CC=C(C=C1)Br)OCC1=CC=CC=C1 2,6-bis(benzyloxy)-3-(4-bromophenyl)pyridine